tert-butyl 4-(6-bromo-1,3-benzoxazol-2-yl)piperazine-1-carboxylate BrC1=CC2=C(N=C(O2)N2CCN(CC2)C(=O)OC(C)(C)C)C=C1